O1C2(C=CC3=C1C1=C(C=C3)C=CC=C1)C1CCCC2CCC1 spiro(bicyclo[3.3.1]nonane-9,2'-[2H]benzo[H]benzopyran)